N1-(3-(1H-benzo[d]imidazol-2-yl)-7-bromoquinolin-2-yl)-N2,N2-dimethylethane-1,2-diamine N1C(=NC2=C1C=CC=C2)C=2C(=NC1=CC(=CC=C1C2)Br)NCCN(C)C